C1(=CC=C(C=C1)C1=C(C=CC(=C1)NC1=CC=C(C=C1)C1=CC2=CC=CC=C2C=C1)C=1C(=CC=C(C1)C1=CC2=CC=CC=C2C=C1)C1=CC=CC=C1)C1=CC=CC=C1 ([1,1'-biphenyl]-4-yl)-5'-(naphthalen-2-yl)-N-(4-(naphthalen-2-yl)phenyl)-[1,1':2',1''-terphenyl]-4-amine